(1S,2S,5R)-2-(((tert-butyldimethylsilyl)oxy)methyl)-3,8-diazabicyclo[3.2.1]octane-8-carboxylic acid tert-butyl ester C(C)(C)(C)OC(=O)N1[C@@H]2[C@H](NC[C@H]1CC2)CO[Si](C)(C)C(C)(C)C